5-[4'-Fluoro-2-(trifluoromethyl)[1,1'-biphenyl]-4-yl]-6-methyl-3,6-dihydro-2H-1,3,4-oxadiazin-2-one FC1=CC=C(C=C1)C1=C(C=C(C=C1)C1=NNC(OC1C)=O)C(F)(F)F